C(C)(C)(C)O[C@H]1[C@@H](C[C@H]2N(CCC3=CC(=C(C=C23)OC)OCC(C)(C)F)C1)O (2R,3R,11bR)-3-(tert-butoxy)-9-(2-fluoro-2-methylpropoxy)-10-methoxy-1,3,4,6,7,11b-hexahydro-2H-pyrido[2,1-a]isoquinolin-2-ol